3-cyclopropyl-N-((1S)-1-(1-(5-((ethyl(methyl)(oxo)-λ6-sulfaneylidene)amino)pyridin-2-yl)-1H-1,2,4-triazol-5-yl)ethyl)-5-(trifluoromethyl)benzamide C1(CC1)C=1C=C(C(=O)N[C@@H](C)C2=NC=NN2C2=NC=C(C=C2)N=S(=O)(C)CC)C=C(C1)C(F)(F)F